(2S)-2-(Benzyloxycarbonylamino)-3-isopentyloxy-propanoic acid C(C1=CC=CC=C1)OC(=O)N[C@H](C(=O)O)COCCC(C)C